6-chloro-2-methyl-7-(trifluoromethyl)pyrido[2,3-d]pyrimidin-4(3H)-one ClC1=CC2=C(N=C(NC2=O)C)N=C1C(F)(F)F